(4S)-chroman-4-amine O1CC[C@@H](C2=CC=CC=C12)N